N-(4-methoxy-2-(4-methylpiperazin-1-yl)-5-((4-(3-(trifluoromethyl)-1H-pyrrolo[2,3-b]pyridin-1-yl)pyrimidin-2-yl)amino)phenyl)acrylamide COC1=CC(=C(C=C1NC1=NC=CC(=N1)N1C=C(C=2C1=NC=CC2)C(F)(F)F)NC(C=C)=O)N2CCN(CC2)C